C(C)(C)(C)OC(=O)N1CCN(CC1)CC1=C2C(N(C(=NC2=CC=C1)C)C1C(NC(CC1)=O)=O)=O 4-((3-(2,6-dioxopiperidin-3-yl)-2-methyl-4-oxo-3,4-Dihydroquinazolin-5-yl)methyl)piperazine-1-carboxylic acid tert-butyl ester